5-[2-amino-9-[(2-fluoro-4-nitro-phenyl)methyl]purin-6-yl]pyridine-3-carbonitrile NC1=NC(=C2N=CN(C2=N1)CC1=C(C=C(C=C1)[N+](=O)[O-])F)C=1C=C(C=NC1)C#N